N-(4-(2-chlorophenyl)thiazol-2-yl)-4-(1,1-dioxidotetrahydro-2H-thiopyran-4-yl)benzamide ClC1=C(C=CC=C1)C=1N=C(SC1)NC(C1=CC=C(C=C1)C1CCS(CC1)(=O)=O)=O